COC1=NC(=NC(=C1)OC)OC1=C(CNC2=C(C=CC=C2)I)C=CC=C1 (2-((4,6-dimethoxypyrimidin-2-yl)oxy)benzyl)-2-iodoaniline